CN1N=C2C(=N1)C=CC=C2B2OC(C(O2)(C)C)(C)C 2-methyl-4-(4,4,5,5-tetramethyl-1,3,2-dioxaborolan-2-yl)-2H-benzo[d][1,2,3]triazole